[N+](=O)([O-])C1=CC=C(C2=C(C=CC=C12)N)N 4-nitro-1,8-naphthalenediamine